N-[2,2-Dimethyl-6-(6-oxo-1H-pyridin-3-yl)-3H-benzofuran-5-yl]pyrazolo[1,5-a]pyrimidine-3-carboxamide CC1(OC2=C(C1)C=C(C(=C2)C2=CNC(C=C2)=O)NC(=O)C=2C=NN1C2N=CC=C1)C